(S)-2-(2,6-bis(benzyloxy)pyridin-3-yl)-5-(6-fluoro-3-methylindoline-1-carbonyl)isoindolin-1-one C(C1=CC=CC=C1)OC1=NC(=CC=C1N1C(C2=CC=C(C=C2C1)C(=O)N1C[C@H](C2=CC=C(C=C12)F)C)=O)OCC1=CC=CC=C1